BrC=1C=C(C=CC1C(NS(=O)(=O)C1=CC(=C(C=C1)NCC1CCOCC1)[N+](=O)[O-])=O)N1CCN(CC1)C(=O)OC(C)(C)C tert-butyl 4-[3-bromo-4-([3-nitro-4-[(oxan-4-ylmethyl)amino]benzenesulfonyl]carbamoyl)phenyl]piperazine-1-carboxylate